ClC(CC)OC(CC)Cl bis(1-chloropropyl) ether